hydroxyethyl-ammonium methyl-formate COC=O.OCC[NH3+]